FC(C1=C(C=CC=C1)SC=1SC(=CN1)N1CCC2(CC1)OC1=C(C2)C=CC=C1)(F)F (R)-1'-(2-((2-(trifluoromethyl)phenyl)thio)thiazol-5-yl)-3H-spiro[benzofuran-2,4'-piperidin]